CC1(CCN(CC1)C=1OC2=C(C=C(C=C2C(C1)=O)O)[C@@H](C)NC1=C(C(=O)O)C=CC=C1)C (R)-2-((1-(2-(4,4-dimethylpiperidin-1-yl)-6-hydroxy-4-oxo-4H-chromen-8-yl)ethyl)amino)benzoic acid